2-(2-((3'-(1-aminoethyl)-5-(6-azaspiro[2.5]octan-6-yl)-[1,1'-biphenyl]-3-yl)methoxy)phenyl)acetic acid NC(C)C=1C=C(C=CC1)C1=CC(=CC(=C1)N1CCC2(CC2)CC1)COC1=C(C=CC=C1)CC(=O)O